methyl 2-(3-cyano-4-pyridyl)acetate C(#N)C=1C=NC=CC1CC(=O)OC